COC(=O)C1CCC(CC1)C(=O)O 4-(METHOXYCARBONYL)CYCLOHEXANE-1-CARBOXYLIC ACID